ClC=1C=C(C=C2C=C(N=CC12)NC(=O)[C@H]1[C@@H](C1)C#N)C=1C=NC=CC1C(C)(F)F |r| (±)-trans-N-[8-chloro-6-[4-(1,1-difluoroethyl)-3-pyridyl]-3-isoquinolyl]-2-cyano-cyclopropanecarboxamide